N-acetylglycyl-glycine C(C)(=O)NCC(=O)NCC(=O)O